ClC1=CC=C(C(=N1)C(=O)O)N[C@H](C)C1=C2N=C(C(=NC2=CC(=C1)C)C#N)N1CCN(CC1)C1=C(C=CC=C1)Cl (R)-6-chloro-3-((1-(3-(4-(2-chlorophenyl)piperazin-1-yl)-2-cyano-7-methylquinoxalin-5-yl)ethyl)amino)picolinic acid